NC1=NC=CC2=C1N(C(N2[C@H]2CN(CCC2)C(C#CC)=O)=O)C2=CC=C(C=C2)OC2=CC=CC=C2 (R)-4-amino-1-(1-(but-2-ynoyl)piperidin-3-yl)-3-(4-phenoxyphenyl)-1H-imidazo[4,5-c]pyridin-2(3H)-one